3-(4,4-difluoropiperidin-1-yl)-6-(7,8-dimethyl-3-(trifluoromethyl)-[1,2,4]triazolo[4,3-b]pyridazin-6-yl)-5,6,7,8-tetrahydro-1,6-naphthyridine FC1(CCN(CC1)C=1C=NC=2CCN(CC2C1)C=1C(=C(C=2N(N1)C(=NN2)C(F)(F)F)C)C)F